2-[(4-{1-[(4-cyano-2-fluorophenyl)methoxy]-1H-pyrazol-3-yl}piperidin-1-yl)methyl]-1-[(1,3-oxazol-5-yl)methyl]-1H-benzimidazole-6-carboxylic acid C(#N)C1=CC(=C(C=C1)CON1N=C(C=C1)C1CCN(CC1)CC1=NC2=C(N1CC1=CN=CO1)C=C(C=C2)C(=O)O)F